C(CCCCCCCC)OC(=S)S O-nonylxanthic acid